2-(4-Carboxy-4'-methoxybiphenyl-3-yl)-1,3-dioxo-2,3-dihydro-1H-isoindole-5-carboxylic acid C(=O)(O)C1=C(C=C(C=C1)C1=CC=C(C=C1)OC)N1C(C2=CC=C(C=C2C1=O)C(=O)O)=O